N-octyl-N-nonylurea C(CCCCCCC)N(C(=O)N)CCCCCCCCC